1-[2-(2,6-dioxo-3-piperidyl)-1,3-dioxo-isoindolin-5-yl]-4-methyl-benzenesulfonic acid O=C1NC(CCC1N1C(C2=CC=C(C=C2C1=O)C1(CC=C(C=C1)C)S(=O)(=O)O)=O)=O